Cl.N1CCC(CC1)NC(=O)C1CNC1 N-(piperidin-4-yl)azetidine-3-carboxamide hydrochloride